ClC1=C(COC=2C=C3C(CC(C3=CC2)=O)(C)C)C(=CC=C1)Cl 5-((2,6-dichlorobenzyl)oxy)-3,3-dimethyl-2,3-dihydro-1H-inden-1-one